ClC1=CN=C(S1)C(C(=O)N)(C1=CC=C(C=C1)C=1C=NC=NC1)C1CC(CC1)(F)F (5-Chlorothiazol-2-yl)-2-(3,3-difluorocyclopentyl)-2-(4-(pyrimidin-5-yl)phenyl)acetamide